C(#C)C1=CC(=NC=2N=C(N=CC21)NC2=CC=C(C=C2)N2CCN(CC2)C)NC(=O)NCC2=CN=CO2 1-(5-ethynyl-2-{[4-(4-methylpiperazin-1-yl)phenyl]amino}pyrido[2,3-d]pyrimidin-7-yl)-3-(1,3-oxazol-5-ylmethyl)urea